C1(CC1)C(=O)NC1=CC(=C(N=N1)C(=O)NC)NC1=NN2C(C=CC(=C2)N2CC(C2)(F)F)=N1 6-(cyclopropanecarboxamido)-4-((6-(3,3-difluoroazetidin-1-yl)-[1,2,4]triazolo[1,5-a]pyridin-2-yl)amino)-N-methylpyridazine-3-carboxamide